6-[(5-chlorothiophene-2-yl)methyl]adenosine ClC1=CC=C(S1)CC1(C2=NCN([C@H]3[C@H](O)[C@H](O)[C@@H](CO)O3)C2=NC=N1)N